C1(CC1)C1=CC=C(C=C1)C1=CC(=NC=C1OC)C(=O)NCC1=CC(=CC=C1)CC(=O)N(C)CCCCCCCOC=1C=C2C(N(C(C2=CC1)=O)C1C(NC(CC1)=O)=O)=O 4-(4-cyclopropylphenyl)-N-(3-(2-((7-((2-(2,6-dioxopiperidin-3-yl)-1,3-dioxoisoindolin-5-yl)oxy)heptyl)(methyl)amino)-2-oxoethyl)benzyl)-5-methoxypicolinamide